FC1=C(C=CC=C1F)CN1C(CCC1=O)CC(=O)N[C@H](C(=O)OC(C)(C)C)CC1=CC=C(C=C1)O tert-butyl (2S)-2-[[2-[1-[(2,3-difluorophenyl)methyl]-5-oxopyrrolidin-2-yl]acetyl]amino]-3-(4-hydroxyphenyl)propionat